ClC1=CC=C(C=C1)C(CC=1SC=CC1)=O 1-(4-chlorophenyl)-2-(thiophen-2-yl)ethane-1-one